C[C@@H]1NC2=CC=C3C(=C2CC1)N=C(N3CCNCCN3C(NCC3)=O)CCN3N=CC=C3 (7S)-7-Methyl-3-(2-{[2-(2-oxoimidazolidin-1-yl)ethyl]amino}ethyl)-2-[2-(1H-pyrazol-1-yl)ethyl]-3H,6H,7H,8H,9H-imidazo[4,5-f]chinolin